N-((1r,4r)-4-((4-methoxy-5-(1-methyl-1H-benzo[d][1,2,3]triazol-6-yl)-7H-pyrrolo[2,3-d]pyrimidin-2-yl)amino)cyclohexyl)acetamide COC=1C2=C(N=C(N1)NC1CCC(CC1)NC(C)=O)NC=C2C=2C=CC1=C(N(N=N1)C)C2